CCCCC/C=C\\C[C@H]1[C@@H](O1)/C=C/[C@@H](C/C=C\\CCCC(=O)[O-])O The molecule is an epoxy(hydroxy)icosatrienoate that is the conjugate base of (8R)-hydroxy-(11S,12S)-epoxyicosa-(5Z,9E,14Z)-trienoic acid, obtained by deprotonation of the carboxy group. It is a conjugate base of an (8R)-hydroxy-(11S,12S)-epoxyicosa-(5Z,9E,14Z)-trienoic acid.